2-methyl-9-(2-carboxyethyl)carbonyloxyanthracene ethyl-4-formyl-2,5-dimethyl-1-[3-(triazol-2-yl)phenyl]pyrrole-3-carboxylate C(C)OC(=O)C1=C(N(C(=C1C=O)C)C1=CC(=CC=C1)N1N=CC=N1)C.CC1=CC2=C(C3=CC=CC=C3C=C2C=C1)OC(=O)CCC(=O)O